CN1CC(C1)(C)[C@@](C=1C=C(C=NC1)CCC(C)(O)C1=NN(C(=C1)C)C)(C1=CC=C(C=C1)C(C)C)O 4-{5-[(R)-(1,3-dimethyl-azetidin-3-yl)-hydroxy-(4-isopropyl-phenyl)-methyl]-pyridin-3-yl}-2-(1,5-dimethyl-1H-pyrazol-3-yl)-butan-2-ol